(S)-N-(1-(5-(7-(butylamino)quinoxalin-5-yl)pyridin-2-yl)pyrrolidin-3-yl)-2-fluorobenzamide C(CCC)NC1=CC(=C2N=CC=NC2=C1)C=1C=CC(=NC1)N1C[C@H](CC1)NC(C1=C(C=CC=C1)F)=O